CCCCCCCCC(=O)OCC(CC)(CO)CO trimethylolpropane nonanoate